FC=1C=C(C=C(C1)F)N(C(=O)OCC1CCC(CC1)COCC(=O)O)C1=CC=CC=C1 2-(((1r,4r)-4-(((3,5-difluorophenyl)(phenyl)carbamoyloxy)methyl)cyclohexyl)methoxy)acetic acid